C(C1=CC=CC=C1)SC1=CC(=C(CN2C(CCC3=CN=C4C(=C23)C=CC(=N4)OC)=O)C(=C1)F)F 1-(4-(benzylthio)-2,6-difluorobenzyl)-8-methoxy-3,4-dihydropyrido[2,3-h][1,6]naphthyridine-2(1H)-one